(+-)-METHYL 2,6,6-TRIMETHYL-2-CYCLOHEXENE-1-CARBOXYLATE CC=1[C@@H](C(CCC1)(C)C)C(=O)OC |r|